dimethyl 2-bromobicyclo[1.1.1]pentane-1,3-dicarboxylate BrC1C2(CC1(C2)C(=O)OC)C(=O)OC